2-allyl-1-(6-(1-(but-3-en-1-yl)-4-(trifluoromethyl)-1H-imidazol-2-yl)pyridin-2-yl)-6-(methylsulfanyl)-1,2-dihydro-3H-pyrazolo[3,4-d]pyrimidin-3-one C(C=C)N1N(C2=NC(=NC=C2C1=O)SC)C1=NC(=CC=C1)C=1N(C=C(N1)C(F)(F)F)CCC=C